FC=1C=C(C=NC1)C1(CCCC1)OCC(=O)N1CC2CCC(C1)N2C2=NC=C(C#N)C=C2 6-(3-(2-((1-(5-fluoropyridin-3-yl)cyclopentyl)oxy)acetyl)-3,8-diazabicyclo[3.2.1]octan-8-yl)nicotinonitrile